C(C)(C)C1=C(C=CC=C1)N1CCC(CC1)N1C(N(C=2C(C1)=CN(N2)C)CC2=C(C=CC=C2)C(F)(F)F)=O 5-[1-(2-Isopropyl-phenyl)-piperidin-4-yl]-2-methyl-7-(2-trifluoromethyl-benzyl)-2,4,5,7-tetrahydro-pyrazolo[3,4-d]pyrimidin-6-on